C1(CCC1)=CC=1C2=C(C=NC1)C(=CN2C2=C1C=NN(C1=CC(=C2C)F)C2OCCCC2)C#N 7-(cyclobutylidenemethyl)-1-(6-fluoro-5-methyl-1-(tetrahydro-2H-pyran-2-yl)-1H-indazol-4-yl)-1H-pyrrolo[3,2-c]pyridine-3-carbonitrile